2-(methoxymethyl)-N7-[(2-methoxyphenyl)methyl]pyrazolo[1,5-a]pyrimidine-3,7-dicarboxamide COCC1=NN2C(N=CC=C2C(=O)NCC2=C(C=CC=C2)OC)=C1C(=O)N